1-cyclopropylethyl (1-(tert-but-yl)-3-(3,3-difluorocyclobutyl)-4-methyl-1H-pyrazol-5-yl)carbamate C(C)(C)(C)N1N=C(C(=C1NC(OC(C)C1CC1)=O)C)C1CC(C1)(F)F